(butyldimethylsilyl)phosphonium bromide [Br-].C(CCC)[Si](C)(C)[PH3+]